(3s,4r,5r)-1-((4-fluoro-1-(4-fluorophenyl)piperidin-4-yl)methyl)piperidine-3,4,5-triol FC1(CCN(CC1)C1=CC=C(C=C1)F)CN1C[C@@H](C([C@@H](C1)O)O)O